CNC1(CC1)C1OCC(CO1)N1C(C2=CC=CC=C2C1=O)=O 2-((2r,5r)-2-(1-(methylamino)cyclopropyl)-1,3-dioxan-5-yl)isoindoline-1,3-dione